(1r,3r)-3-aminocyclopentan-1-ol N[C@H]1C[C@@H](CC1)O